BrC1=C(C=CC(=C1)C(F)(F)F)C(OC)OC 2-bromo-1-(dimethoxymethyl)-4-(trifluoromethyl)benzene